(E)-3-cyclohexyl-propenyl bromide C1(CCCCC1)C/C=C/Br